Phenylbis(4-fluorophenyl)sulfonium tetrakis(3,5-difluoro-4-methoxyphenyl)borate FC=1C=C(C=C(C1OC)F)[B-](C1=CC(=C(C(=C1)F)OC)F)(C1=CC(=C(C(=C1)F)OC)F)C1=CC(=C(C(=C1)F)OC)F.C1(=CC=CC=C1)[S+](C1=CC=C(C=C1)F)C1=CC=C(C=C1)F